NC=1N=CC(=NC1OC(C)C1=C(C(=CC=C1Cl)F)Cl)C1=NC=C(C(=O)NCCCN2CCOCC2)C=C1 6-{5-amino-6-[1-(2,6-dichloro-3-fluoro-phenyl)-ethoxy]-pyrazin-2-yl}-N-(3-morpholin-4-yl-propyl)-nicotinamide